OC(C(=O)OC(C)(C)C)(C)C tert-butyl α-hydroxyisobutanoate